N=1C=CN2C1C=CC(=C2)C=2C=CN1N=C(N=C(C12)OC)NC1CCN(CC1)C1COC1 5-(Imidazo[1,2-a]pyridin-6-yl)-4-methoxy-N-(1-(oxetan-3-yl)piperidin-4-yl)pyrrolo[2,1-f][1,2,4]triazin-2-amine